OC1=C(C=CC(=C1)O)C=1N=C(SC1)N(C(CC(=O)N)=O)C=1SC=C(N1)C1=C(C=C(C=C1)O)O N,N-bis(4-(2,4-dihydroxyphenyl)thiazol-2-yl)malonamide